2,7-bis[4-(diphenylamino)styryl]-9,9-spirobifluorene C1(=CC=CC=C1)N(C1=CC=C(C=CC2=CC=3C4(C5=CC(=CC=C5C3C=C2)C=CC2=CC=C(C=C2)N(C2=CC=CC=C2)C2=CC=CC=C2)C2=CC=CC=C2C=2C=CC=CC24)C=C1)C1=CC=CC=C1